C(C)S(=O)(=O)N=C1[C@H](C=C(NC=2C(=NC(=C(N2)C)C2=CC=CC=3N(C=NC32)C)C(=O)N)C=C1C)C |o1:7| rel-(S)-3-[4-(ethylsulfonylimino)-3,5-dimethyl-anilino]-5-methyl-6-(1-methylbenzimidazol-4-yl)pyrazine-2-carboxamide